5-hydroxy-4-(4,4,4-trifluorobutyl)-2-(trifluoromethyl)quinoline-3-carbonitrile OC1=C2C(=C(C(=NC2=CC=C1)C(F)(F)F)C#N)CCCC(F)(F)F